FC=1C=C(C=CC1C1CC2(C1)CN(CC2)C(C(C)C)=O)NC(OCC2=CN=CO2)=O oxazol-5-ylmethyl (3-fluoro-4-(6-isobutyryl-6-azaspiro[3.4]octan-2-yl)phenyl)carbamate